palmitylketene C(CCCCCCCCCCCCCCC)C=C=O